N[C@H](C(=O)NCCCCCC(=O)NCCO[C@H]1[C@@H](O)[C@H](O)[C@H](O)[C@@H](O1)C)CCC(=O)NCCO[C@@H]1[C@@H](O)[C@@H](O[C@@H]2[C@@H](O)[C@@H](O)[C@H](O)[C@H](O2)CO)[C@H](O)[C@H](O1)CO[C@@H]1[C@@H](O)[C@@H](O)[C@H](O)[C@H](O1)CO (S)-2-amino-N1-[6-(2-[(α-L-fucopyranosyl)oxy]ethyl-amino)-6-oxohexyl]-N5-[2-({α-D-mannopyranosyl-(1-3)-[α-D-mannopyranosyl-(1→6)]-α-D-mannopyranosyl}oxy)ethyl]pentanediamide